C12(CC3CC(CC(C1)C3)C2)CN2N=CC(=C2C)I 1-((1s,3s)-Adamantan-1-ylmethyl)-4-iodo-5-methyl-1H-pyrazole